(3-Amino-4-chloro-6-methylpyridin-2-yl)(7-fluoro-1-tosyl-1H-indazol-4-yl)methanone NC=1C(=NC(=CC1Cl)C)C(=O)C1=C2C=NN(C2=C(C=C1)F)S(=O)(=O)C1=CC=C(C)C=C1